O.N1(N=NC2=C1C=CC=C2)O benzo[d][1,2,3]triazol-1-ol monohydrate